C(C=C)(=O)N1C(CN(CC1)C=1N=C2C(=NC1)NC=C2C(=O)NCCOC)(C)C 2-(4-acryloyl-3,3-dimethylpiperazin-1-yl)-N-(2-methoxyethyl)-5H-pyrrolo[2,3-b]pyrazine-7-carboxamide